(S*)-N5-(4,4-diethoxybutyl)-N7,3-dimethyl-3-phenyl-2,3-dihydrobenzofuran-5,7-dicarboxamide C(C)OC(CCCNC(=O)C=1C=C(C2=C([C@@](CO2)(C2=CC=CC=C2)C)C1)C(=O)NC)OCC |o1:15|